(E)-2-chloro-N'-(1-(pyridin-4-yl)ethylidene)benzohydrazide ClC1=C(C(=O)N/N=C(\C)/C2=CC=NC=C2)C=CC=C1